CC=1SC(=CN1)C1=CC(=C(N)C=C1)[N+](=O)[O-] 4-(2-methylthiazol-5-yl)-2-nitro-aniline